2'',3''-dimethyldispiro[imidazolidine-4,1'-cyclohexane-4',1''-indene]-2,5-dione CC=1C2(C3=CC=CC=C3C1C)CCC1(CC2)NC(NC1=O)=O